2-[5-(2,3,3a,4,5,6,7,7a-octahydropyrrolo[2,3-c]pyridin-1-yl)-1-methyl-imidazo[4,5-b]pyrazin-2-yl]-5-chloro-3-methyl-phenol N1(CCC2C1CNCC2)C=2N=C1C(=NC2)N(C(=N1)C1=C(C=C(C=C1C)Cl)O)C